(3S,4R)-4-[(5R)-8-fluoro-5H-imidazo[4,3-a]isoindol-5-yl]oxolan-3-ol FC1=CC=C2[C@H](N3C(C2=C1)=CN=C3)[C@H]3[C@@H](COC3)O